9-Fluoro-7-methoxy-8-[1-(2-methoxy-ethyl)-1H-indol-4-yl]-1,4,4-trimethyl-5H-[1,2,4]triazolo[4,3-a]quinoxaline FC=1C(=C(C=C2NC(C=3N(C12)C(=NN3)C)(C)C)OC)C3=C1C=CN(C1=CC=C3)CCOC